C(C)(C)(C)N1N=C(C=C1C=1OC=CC1)C=O 1-(tert-butyl)-5-(furan-2-yl)-1H-pyrazole-3-carbaldehyde